3-[(3-chloro-2-methoxyphenyl)amino]-2-(7-methoxy-6-nitroquinolin-4-yl)-5H,6H,7H-pyrazolo[1,5-a]pyrazin-4-one ClC=1C(=C(C=CC1)NC=1C(=NN2C1C(NCC2)=O)C2=CC=NC1=CC(=C(C=C21)[N+](=O)[O-])OC)OC